(R)-N-(7-(4-Fluorobenzoyl)-8-methyl-3-(3-methyl-1,2,4-thiadiazol-5-yl)-5,6,7,8-Tetrahydroimidazo[1,5-a]pyrazin-1-yl)cyclopropanesulfonamide FC1=CC=C(C(=O)N2[C@@H](C=3N(CC2)C(=NC3NS(=O)(=O)C3CC3)C3=NC(=NS3)C)C)C=C1